2-[(3R)-4-{[2-(1-benzylpiperidin-4-yl)ethyl]carbamoyl}-3-methylpiperazin-1-yl]-6-methyl-N-(2-methylpropyl)pyrimidine-4-carboxamide C(C1=CC=CC=C1)N1CCC(CC1)CCNC(=O)N1[C@@H](CN(CC1)C1=NC(=CC(=N1)C(=O)NCC(C)C)C)C